FC(N1N=C(N=N1)[C@H](N1CCN(CC1)C(=O)C1=NC=CC(=C1)C=1OC2=C(N1)C=C(C=C2)C2=CN=C(N2C)C)C2=CC=CC=C2)F |r| (R/S)-(4-((2-(difluoromethyl)-2H-tetrazol-5-yl)(phenyl)methyl)piperazin-1-yl)(4-(5-(1,2-dimethyl-1H-imidazol-5-yl)benzo[d]oxazol-2-yl)pyridin-2-yl)methanone